1-(t-butyl) 2,4-dimethyl (2S,4R)-4-(2-(((t-butoxycarbonyl)amino)methyl)phenoxy)pyrrolidine-1,2,4-tricarboxylate C(C)(C)(C)OC(=O)NCC1=C(O[C@@]2(C[C@H](N(C2)C(=O)OC(C)(C)C)C(=O)OC)C(=O)OC)C=CC=C1